CC(=C)C(=O)NCCN(C)C N,N-dimethylaminoethylmethacrylamide